NC1=C2CN(N(C(C2=CC=C1)=O)C1C(NC(CC1)=O)=O)C 3-(5-amino-3-methyl-1-oxo-3,4-dihydrophthalazin-2(1H)-yl)piperidine-2,6-dione